[O-]S(=O)(=O)C(F)(F)F.C(#N)CC=1NC=C[NH+]1 cyanomethylimidazolium triflate